FC(C(=O)O)(F)F.NCCOC1=CC=C(C=C1)NC([C@H](CC(=O)O)NC(CNC(C1=CC(=CC=C1)NC(=N)N)=O)=O)=O (S)-N-[4-(2-amino-ethoxy)-phenyl]-3-[2-(3-guanidino-benzoylamino)-acetylamino]-succinamic acid trifluoroacetic acid salt